(S)-7-((S)-4-acryloyl-2-methylpiperazin-1-yl)-9-chloro-10-(naphthalen-1-yl)-2,3-dihydro-5H-[1,4]thiazino[2,3,4-ij]quinazolin-5-one C(C=C)(=O)N1C[C@@H](N(CC1)C1=NC(N2C3=C(C(=C(C=C13)Cl)C1=CC=CC3=CC=CC=C13)SCC2)=O)C